1-(4-bromo-2-fluorophenyl)-3-[4-ethyl-2,5-dioxo-4-(2-phenylethyl)imidazolidin-1-yl]urea BrC1=CC(=C(C=C1)NC(=O)NN1C(NC(C1=O)(CCC1=CC=CC=C1)CC)=O)F